ClC=1C(=C(OCC(=O)N(C)C)C=C(C1CC1=CC(=C(C=C1)O)C(C)C)C=C)F 2-(3-chloro-2-fluoro-4-(4-hydroxy-3-isopropylbenzyl)-5-vinylphenoxy)-N,N-dimethylacetamide